N\C(\C)=N/OC(=O)C1CCC(CC1)C(=O)N(C)[C@@H](C(F)(F)F)C1=CC=C(C=C1)NC=1C=NC2=CC=CN=C2C1C1CC1 (1r,4S)-4-(((((Z)-1-aminoethylidene)amino)oxy)carbonyl)-N-((S)-1-(4-((4-cyclopropyl-1,5-naphthyridin-3-yl)amino)phenyl)-2,2,2-trifluoroethyl)-N-methylcyclohexane-1-carboxamide